3-(bicyclo[2.2.1]hept-1-yl)-3-oxopropionitrile C12(CCC(CC1)C2)C(CC#N)=O